C1=CC=C2C(=C1)C=CC=C2C3=C(C=CC4=CC=CC=C43)O Binaphthol